F[Si](F)F trifluorosilicon